C(C)(C)(C)OC(=O)N[C@H](C(=O)OCC#N)CC=1SC=C(N1)C=1SC=C(N1)C#N cyanomethyl (S)-2-((tert-butoxycarbonyl)amino)-3-(4-cyano-[2,4'-bithiazol]-2'-yl)propanoate